N-tert-butyl(4-(5-(methylcarbamoyl)-1H-benzo[d]imidazol-1-yl)benzyl)carbamate C(C)(C)(C)N(C([O-])=O)CC1=CC=C(C=C1)N1C=NC2=C1C=CC(=C2)C(NC)=O